4-chloromethylstyrene ClCC1=CC=C(C=C)C=C1